di(4-trifluoromethylphenyl) diselenide FC(C1=CC=C(C=C1)[Se][Se]C1=CC=C(C=C1)C(F)(F)F)(F)F